NCC1(CCCC1)C(=O)NC(C(NC=1SC2=C(N1)C=CC(=C2)OC(F)(F)F)=O)(C)C 1-(aminomethyl)-N-(2-methyl-1-oxo-1-((6-(trifluoromethoxy)benzo[d]thiazol-2-yl)amino)propan-2-yl)cyclopentane-1-carboxamide